COC1=NOC(=C1)C1CN(C1)C(=O)[C@@H]1CC[C@H]2N1C([C@H](C[C@H]1[C@@H](C2)C1)NC(=O)C1=CC2=C(S1)C=CC=C2)=O 2-(((3S,6S,7aS,8aR,9aR)-3-(3-(3-methoxyisoxazol-5-yl)azetidine-1-carbonyl)-5-oxodecahydro-1H-cyclopropa[d]pyrrolo[1,2-a]azocin-6-yl)carbamoyl)benzo[b]thiophen